methyl (1R)-2-oxocyclopentane-1-carboxylate O=C1[C@@H](CCC1)C(=O)OC